1-(1-(((4-(3-(4H-1,2,4-triazol-3-yl)piperidin-1-yl)-7-(8-ethylnaphthalen-1-yl)-5,6,7,8-tetrahydropyrido[3,4-d]pyrimidin-2-yl)oxy)methyl)cyclopropyl)-N,N-dimethylmethanamine N=1N=C(NC1)C1CN(CCC1)C=1C2=C(N=C(N1)OCC1(CC1)CN(C)C)CN(CC2)C2=CC=CC1=CC=CC(=C21)CC